tert-butyl (6-(2,4-difluorophenyl)-6-fluorospiro[3.3]heptan-2-yl)carbamate FC1=C(C=CC(=C1)F)C1(CC2(CC(C2)NC(OC(C)(C)C)=O)C1)F